3-(benzylamino)-N-(6-oxaspiro[4.5]decan-9-yl)-N-(p-tolyl)propionamide C(C1=CC=CC=C1)NCCC(=O)N(C1=CC=C(C=C1)C)C1CCOC2(CCCC2)C1